C(C)OC(=O)C=1N=CC=2CN(CCC2C1)C1=CC(=C(C=C1)F)OC 7-(4-fluoro-3-methoxyphenyl)-5,6,7,8-tetrahydro-2,7-naphthyridine-3-carboxylic acid ethyl ester